C(C)(C)(C)OC(=O)N1C(C2=CC=CC(=C2CC1)C=O)C.NC(CCN(C(CCl)=O)NC(=O)[C@H](CC(C)C)NC(=O)C1=NOC=C1)=O N-[(1S)-1-[[(3-amino-3-oxo-propyl)-(2-chloroacetyl)amino]carbamoyl]-3-methyl-butyl]isoxazole-3-carboxamide tert-butyl-5-formyl-1-methyl-1,2,3,4-tetrahydroisoquinoline-2-carboxylate